(2r,3r,4s,5s,6r)-2-[(2r,3s,4r,5r,6r)-6-dodecoxy-4,5-dihydroxy-2-(hydroxymethyl)oxahex-3-yl]Oxy-6-(hydroxymethyl)oxacyclohexan-3,4,5-triol C(CCCCCCCCCCC)OC[C@H]([C@H]([C@H]([C@H](O)CO)O[C@H]1O[C@@H]([C@H]([C@@H]([C@H]1O)O)O)CO)O)O